N2-[(1S)-1-carboxy-3-phenylpropyl]-L-lysyl-L-proline C(=O)(O)[C@H](CCC1=CC=CC=C1)N[C@@H](CCCCN)C(=O)N1[C@@H](CCC1)C(=O)O